(4-((2-(1H-benzo[d]imidazol-2-yl)ethyl)amino)-6-(4-(4-fluorobenzyl)piperazin-1-yl)-1,3,5-triazin-2-yl)-L-lysine methyl ester COC([C@@H](NC1=NC(=NC(=N1)NCCC1=NC2=C(N1)C=CC=C2)N2CCN(CC2)CC2=CC=C(C=C2)F)CCCCN)=O